ClC1=C(C(=CC=C1)Cl)C1=CC2=C(N=C(N=C2)NC2=CC(=C(C=C2)F)C)OC1=O 6-(2,6-dichlorophenyl)-2-((4-fluoro-3-methylphenyl)amino)-7H-pyrano[2,3-d]pyrimidin-7-one